BrC1=C(C=C2C(C(COC2=C1)(C)C)NC(O[C@@H]1CN2CCC1CC2)=O)F (S)-quinuclidin-3-yl (7-bromo-6-fluoro-3,3-dimethylchroman-4-yl)carbamate